C(C)(=O)OC1=C(C=CC(=C1)C1CC1)N1N=C2CCN(CC3C2=C1CCN3C(=O)OC(C)(C)C)C(=O)OCC3=CC=CC=C3 7-benzyl 5-(tert-butyl) 2-(2-acetoxy-4-cyclopropylphenyl)-3,4,5a,6,8,9-hexahydro-2H-1,2,5,7-tetraazabenzo[cd]azulene-5,7-dicarboxylate